CN(C)C(N(C)C)=C(Cl)Cl bis(dimethylamino)methylene-methylene chloride